BrC=1C2=C(C(=NC1)O)C=NN2 7-bromo-1H-pyrazolo[4,3-c]pyridin-4-ol